CC(C)(C(C(N(C(C(NCC(N(C(C=C(C(NCC(=O)[O-])=O)C)C(C)C)C)=O)=O)C(C)(C)C1=CN(C2=CC=CC=C12)C)C)=O)=O)C 2,2,5,11,14-pentamethyl-6-[2-(1-methyl-1H-indol-3-yl)propan-2-yl]-4,7,10,15-tetraoxo-12-(propan-2-yl)-3-oxo-5,8,11,16-tetraazaoctadec-13-en-18-oate